methyl 3-benzylsulfanyl-2-chloro-4-(trifluoromethoxy)benzoate C(C1=CC=CC=C1)SC=1C(=C(C(=O)OC)C=CC1OC(F)(F)F)Cl